N1=C(C=CC=C1)CC(=O)[O-].[K+] Potassium pyridin-2-ylacetate